9-hydroxy-12-[4-(hydroxymethyl)phenyl]-4-thia-2,12-diazatricyclo[7.3.0.03,7]dodeca-1,3(7),5-trien-8-one OC12C(C=3C=CSC3N=C2N(CC1)C1=CC=C(C=C1)CO)=O